[4'-{(1-dibenzofuran-4-yl)naphthalen-2-yl}biphenyl-4-yl]-phenylamine C1=CC=C(C=2OC3=C(C21)C=CC=C3)C3=C(C=CC2=CC=CC=C32)C3=CC=C(C=C3)C3=CC=C(C=C3)NC3=CC=CC=C3